3-((4-((3-isopropyl-1H-pyrrolo[3,2-b]pyridin-5-yl)methyl)-2,3,5-trimethyl-phenoxy)methyl)-1,2,4-oxadiazol-5(4H)-one C(C)(C)C1=CNC=2C1=NC(=CC2)CC2=C(C(=C(OCC1=NOC(N1)=O)C=C2C)C)C